[Si](C)(C)(C(C)(C)C)OCC1CN(C1)C=1N=NC(=CC1C(=O)OC)C1=C(C=CC(=C1)Cl)F methyl 3-(3-{[(tert-butyldimethylsilyl)oxy]methyl}azetidin-1-yl)-6-(5-chloro-2-fluorophenyl)pyridazine-4-carboxylate